C(#N)N1CC(CC1)CNC(=O)C1=NN(C2=CC=CC=C12)CC1=C(C=C(C=C1)Cl)Cl N-((1-Cyanopyrrolidin-3-yl)methyl)-1-(2,4-dichlorobenzyl)-1H-indazol-3-carboxamid